C(=O)(OC(C)(C)C)NCCCCBr 4-(N-Boc-amino)butyl bromide